CN(C=1SC=C(N1)C(=O)O)CC1=NC=CC=C1 2-[methyl(pyridin-2-ylmethyl)amino]-1,3-thiazole-4-carboxylic acid